1-tert-butyl-N-[(1R,3S)-3-{[2-(trifluoromethyl)quinolin-4-yl]amino}cyclohexyl]-1H-1,2,3-triazole-4-carboxamide C(C)(C)(C)N1N=NC(=C1)C(=O)N[C@H]1C[C@H](CCC1)NC1=CC(=NC2=CC=CC=C12)C(F)(F)F